1-(2-Methoxyethyl)-1H-indazole-6-carboxylic acid methyl ester COC(=O)C1=CC=C2C=NN(C2=C1)CCOC